(1-benzyl-5-methylpiperidin-3-yl)-2-methoxypyridine C(C1=CC=CC=C1)N1CC(CC(C1)C)C=1C(=NC=CC1)OC